C(C)(=O)OC(C(=O)NCC)[C@H](C[C@H]1C(NCC1)=O)NC([C@H](CCCC)NC(CC(CC1=CC(=CC=C1)Cl)(C1=CC=CC=C1)O)=O)=O (3S)-3-((2S)-2-(4-(3-chlorophenyl)-3-hydroxy-3-phenylbutanamido)hexanamido)-1-(ethylamino)-1-oxo-4-((S)-2-oxopyrrolidin-3-yl)butan-2-yl acetate